CC=1C(=NC=CC1)OCC(CN1CCCCC1)O (Z)-methyl-(2-hydroxy-3-(piperidin-1-yl)propoxy)pyridine